3-carbazolylpropyltriethoxysilane C1(=CC=CC=2C3=CC=CC=C3NC12)CCC[Si](OCC)(OCC)OCC